7-(5-(4-fluoro-2-(4-isopropylpyrimidin-5-yl)phenoxy)pyrimidin-4-yl)-3-(6-fluoro-3,4-dihydroisoquinolin-2(1H)-yl)-1-oxa-7-azaspiro[4.4]nonane FC1=CC(=C(OC=2C(=NC=NC2)N2CC3(CC(CO3)N3CC4=CC=C(C=C4CC3)F)CC2)C=C1)C=1C(=NC=NC1)C(C)C